ClC1=C(C(N(C2=C(C=CC=C12)F)C)=O)C#N 4-chloro-8-fluoro-1-methyl-2-oxo-1,2-dihydroquinoline-3-carbonitrile